C(C)(CC)O[Al](O[Si](C)(C)C)OC(C)CC di-s-butoxy(trimethylsiloxy)aluminum